C(C)C1(OC2=CC=C(C=C2C(C1)=O)C(=O)NNC(=O)C1=CC2=C(N(N=N2)C(C)C)C=C1)CC N'-(2,2-diethyl-4-oxo-chromane-6-carbonyl)-1-isopropyl-benzotriazole-5-carbohydrazide